FC(S(=O)(=O)[O-])(F)F.C12C(CC(CC1)C2)C[SH+]C2C(CCCC2)=O (2-norbornyl)methyl-(2-oxocyclohexyl)sulfonium trifluoromethanesulfonate